(S)-4-((2-cyano-6-(4-(methoxycarbonyl)phenyl)-7-azaspiro[3.5]nonan-7-yl)methyl)-5-methoxy-7-methyl-1H-indole-1-carboxylic acid tert-butyl ester C(C)(C)(C)OC(=O)N1C=CC2=C(C(=CC(=C12)C)OC)CN1[C@@H](CC2(CC(C2)C#N)CC1)C1=CC=C(C=C1)C(=O)OC